3-(2-((6-chlorohexyl)oxy)ethoxy)propan-1-ol ClCCCCCCOCCOCCCO